1-methyl-1-(2-(6-(1-methyl-1H-pyrazol-4-yl)pyrazolo[1,5-a]pyridine-3-carbonyl)-2-azaspiro[3.3]heptan-6-yl)-3-(5-(trifluoromethyl)pyridin-3-yl)urea CN(C(=O)NC=1C=NC=C(C1)C(F)(F)F)C1CC2(CN(C2)C(=O)C=2C=NN3C2C=CC(=C3)C=3C=NN(C3)C)C1